8-(2-(methoxycarbonyl)-6-(propylcarbamoyl)pyridin-3-yl)-4,5-dihydrobenzo[b]thieno[3,2-d]oxepine-9-carboxylic acid COC(=O)C1=NC(=CC=C1C=1C(=CC2=C(OCCC3=C2C=CS3)C1)C(=O)O)C(NCCC)=O